3,5-dihydroxyhept-6-enoic acid ethyl ester C(C)OC(CC(CC(C=C)O)O)=O